4-[4,4'-bis(diethylamino)-α-hydroxy-benzhydryl]-6-hydroxybenzene-1,3-disulfonic acid C(C)N(C1=CC=C(C(C2=CC=C(C=C2)N(CC)CC)(O)C2=C(C=C(C(=C2)O)S(=O)(=O)O)S(=O)(=O)O)C=C1)CC